(±)-trans-tert-butyl 4-((4-(4-fluoro-1H-pyrazol-1-yl)-2-(4-(methoxycarbonyl)phenyl)piperidin-1-yl)methyl)-5-methoxy-7-methyl-1H-indole-1-carboxylate FC=1C=NN(C1)[C@H]1C[C@@H](N(CC1)CC1=C2C=CN(C2=C(C=C1OC)C)C(=O)OC(C)(C)C)C1=CC=C(C=C1)C(=O)OC |r|